C(C)(C)(C)OC(=O)N(C(OC(C)(C)C)=O)C=1C2=C(N=CN1)N(C=C2C=2C=NC(=CC2)NC(=O)NC2=CC(=C(C=C2)CN2CCN(CC2)C)C(F)(F)F)C2CC2 tert-butyl (tert-butoxycarbonyl)(7-cyclopropyl-5-(6-(3-(4-((4-methylpiperazin-1-yl)methyl)-3-(trifluoromethyl)phenyl)ureido) pyridin-3-yl)-7H-pyrrolo[2,3-d]pyrimidin-4-yl)carbamate